CC1=C(C=C(C=C1)C=1C=NN(C1)CCN1CCNCC1)S(=O)(=O)N1CCOCC1 4-((2-methyl-5-(1-(2-(piperazin-1-yl)ethyl)-1H-pyrazol-4-yl)phenyl)sulfonyl)morpholine